BrC=1C(=CC(=NC1)C1=CC=CC=2N3C(SC21)=CC=C3)Cl 5-(5-bromo-4-chloropyridin-2-yl)benzo[d]pyrrolo[2,1-b]thiazole